FC1=C2C=CNC2=CC(=C1OC=1C=CC(=C(C1)C1=NC2=C([C@@H](N(CC2)C)C=2C(=C(C=CC2)CCC(=O)O)F)N1)F)F 3-[3-[(4S)-2-[5-[(4,6-difluoro-1H-indol-5-yl)oxy]-2-fluoro-phenyl]-5-methyl-3,4,6,7-tetrahydroimidazo[4,5-c]pyridin-4-yl]-2-fluoro-phenyl]propanoic acid